N-(5-cyclopropyl-1H-pyrazole-3-yl)-2-(4-(3-(trifluoromethyl)phenyl)-3,6-dihydropyridin-1(2H)-yl)quinazolin-4-amine C1(CC1)C1=CC(=NN1)NC1=NC(=NC2=CC=CC=C12)N1CCC(=CC1)C1=CC(=CC=C1)C(F)(F)F